FC=1C(=C(C=CC1F)[C@H]1[C@@H](O[C@]([C@H]1OC)(C(F)(F)F)C)C=1NC=2C=CN=C(C2C(C1)=O)C(=O)N)C 2-((2R,3S,4S,5R)-3-(3,4-Difluoro-2-methylphenyl)-4-methoxy-5-methyl-5-(trifluoromethyl)tetrahydrofuran-2-yl)-4-oxo-1,4-dihydro-1,6-naphthyridine-5-carboxamide